CC1=CC(=NC=C1)NC(=O)C1=CC=C(C=C1)C=1N=CNC1C(=O)N 4-(4-((4-methylpyridin-2-yl)carbamoyl)phenyl)-1H-imidazole-5-carboxamide